ClC=1N=C(C2=C(N1)N(C=C2F)S(=O)(=O)C2=CC=C(C)C=C2)C2=CN(C1=CC=CC=C21)C 2-Chloro-5-fluoro-4-(1-methyl-1H-indol-3-yl)-7-tosyl-7H-pyrrolo[2,3-d]pyrimidine